CC1(OB(OC1(C)C)C=C1CC2(CN(C2)C(=O)N2C[C@@H]3[C@@H](OCC(N3)=O)CC2)C1)C (4aR,8aS)-6-(6-((4,4,5,5-tetramethyl-1,3,2-dioxaborolan-2-yl)methylene)-2-azaspiro[3.3]heptane-2-carbonyl)hexahydro-2H-pyrido[4,3-b][1,4]oxazin-3(4H)-one